ClC=1C=C(C=CC1C)NC(N(C)CC1=CC(=CC=C1)NC=1C(N(C(C1)=O)C1C(NC(CC1)=O)=O)=O)=O 3-(3-chloro-4-methylphenyl)-1-(3-((1-(2,6-dioxopiperidin-3-yl)-2,5-dioxo-2,5-dihydro-1H-pyrrol-3-yl)amino)benzyl)-1-methylurea